N-(3-chloro-1-methyl-1H-pyrazol-4-yl)-6-(trifluoromethyl)pyridine-3-carboxamide ClC1=NN(C=C1NC(=O)C=1C=NC(=CC1)C(F)(F)F)C